[1,2,4]triazolo[4,3-a]pyrimidin N=1N=CN2C1N=CC=C2